6-chloro-3,4-dihydro-1(2H)naphthalenone ClC=1C=C2CCCC(C2=CC1)=O